[(4R)-5-tert-butoxycarbonyl-4-methyl-6,7-dihydro-4H-pyrazolo[1,5-a]pyrazin-2-yl]boronic acid C(C)(C)(C)OC(=O)N1[C@@H](C=2N(CC1)N=C(C2)B(O)O)C